[N+](=O)([O-])C=1C=C(C(N)=CC1)S(=O)(=O)O 4-nitroaniline-2-sulfonic acid